3-[2-chloro-5-(3,5-dimethyl-2,6-dioxo-4-thioxo-1,3,5-triazin-1-yl)-4-fluoro-phenyl]-5-methyl-4H-isoxazole-5-carboxylic acid ClC1=C(C=C(C(=C1)F)N1C(N(C(N(C1=O)C)=S)C)=O)C1=NOC(C1)(C(=O)O)C